tert-butyl (1S,4S)-5-[4-[3-chloro-4-(cyclopropoxy)-2-fluoro-anilino]pyrimido[5,4-d]pyrimidin-6-yl]-2,5-diazabicyclo[2.2.1]heptane-2-carboxylate ClC=1C(=C(NC=2C3=C(N=CN2)C=NC(=N3)N3[C@@H]2CN([C@H](C3)C2)C(=O)OC(C)(C)C)C=CC1OC1CC1)F